CC1(COC2=C1C(CCC2C)=O)C 3,3,7-Trimethyl-3,5,6,7-tetrahydrobenzofuran-4(2H)-on